ClC=1C(=NC(=NC1)NC1CCOCC1)C1=CC=C2CN(C(C2=C1)=O)CC(=O)N[C@H]([C@H](C)O)C1=CC(=CC(=C1)OC)F 2-(6-{5-chloro-2-[(oxan-4-yl)amino]pyrimidin-4-yl}-1-oxo-2,3-dihydro-1H-isoindol-2-yl)-N-[(1S,2S)-1-(3-fluoro-5-methoxyphenyl)-2-hydroxypropyl]acetamide